3,4'-bipyridin-5-amine N1=CC(=CC(=C1)N)C1=CC=NC=C1